COC1=C(C(=CC=C1)OC)N1C(=NC=2N=NC(=CC21)C(S(=O)(=O)N)C2=NC=CC=N2)C2=NC(=CC=C2)OCC (5-(2,6-Dimethoxyphenyl)-6-(6-ethoxypyridin-2-yl)-5H-imidazo[4,5-c]pyridazin-3-yl)-1-(pyrimidin-2-yl)methanesulfonamide